6-[(3-Methylchinolin-2-yl)amino]pyridin CC=1C(=NC2=CC=CC=C2C1)NC1=CC=CC=N1